OC[C@H]1OC(C[C@@H]1O)OC (2R,3S)-2-(hydroxymethyl)-5-methoxyoxolane-3-ol